C(C)(C)(C)C1=CC=C(C=C1)C=1C(C(=C(C1C1=CC=C(C=C1)C(C)(C)C)C1=CC=C(C=C1)C(C)(C)C)C1=CC=C(C=C1)C(C)(C)C)=O 2,3,4,5-tetrakis(4-(tertbutyl)phenyl)cyclopenta-2,4-diene-1-one